N=1NN=C2C1C=CC(=C2)CNC(=O)C2CCN(CC2)C(=O)C2=NNC(=C2)C2=CC(=NC=C2Cl)OC N-((2H-benzo[d][1,2,3]triazol-5-yl)methyl)-1-(5-(5-chloro-2-methoxypyridin-4-yl)-1H-pyrazole-3-carbonyl)piperidine-4-carboxamide